C1(CC1)C1=NC(=NC(=C1)C)NC(OC1=CC=CC=C1)=O phenyl (4-cyclopropyl-6-methylpyrimidin-2-yl)carbamate